C(C)C1=CC=2NC3=CC(=CC=C3SC2C=C1)CC 2,8-diethylphenothiazine